ClC(=CC)Cl 1,1-dichloroprop-1-ene